N[C@@H](CCN(C12N=CN([C@H]3[C@H](O)[C@H](O)[C@@H](C)O3)C2=NC=NC1=N)CCCN(C)C)C(=O)O 5-{[(3S)-3-amino-3-carboxypropyl][3-(dimethylamino)propyl]amino}-5'-deoxyadenosine